3-oxo-3,4-dihydropyrazine-2-carboxylic acid methyl ester COC(=O)C1=NC=CNC1=O